O[C@H](C(=O)S(=O)(=O)NC1=CC(=C(C(=O)NC2=NC(=NC(=C2)C)N2C[C@H](OCC2)C)C=C1)N1CCC2(CC2)CC1)C 4-(((S)-2-Hydroxypropoyl)sulfonamido)-N-(6-methyl-2-((R)-2-methylmorpholino)pyrimidin-4-yl)-2-(6-azaspiro[2.5]octan-6-yl)benzamide